5-hydroxy-2-((E)-3-(4-hydroxy-3-methoxyphenyl)allyl)-2,3-dihydro-1H-indenone OC=1C=C2CC(C(C2=CC1)=O)C\C=C\C1=CC(=C(C=C1)O)OC